C1=CC=CC=2C3=CC=CC=C3C(C12)COC(=O)N[C@@H](C(=O)NC(C(=O)O)C)CC(C)C 2-[[(2R)-2-(9H-fluoren-9-ylmethoxycarbonyl-amino)-4-methyl-pentanoyl]amino]propionic acid